OC=1C=C2C(N(C=NC2=CC1)C1CC2(CC(C2)O)C1)=O 6-hydroxy-3-(2-hydroxyspiro[3.3]heptan-6-yl)quinazolin-4-one